2-chloro-9-(n-propyloxy)anthracene Bis(2-ethylhexyl)isophthalate C(C)C(COC(C1=CC(C(=O)OCC(CCCC)CC)=CC=C1)=O)CCCC.ClC1=CC2=C(C3=CC=CC=C3C=C2C=C1)OCCC